ClC=1N=NC(=C(N1)N(C)C)C1=C(C=C(C=C1)C(F)(F)F)OC chloro-6-(2-methoxy-4-(trifluoromethyl)phenyl)-N,N-dimethyl-1,2,4-triazin-5-amine